The molecule is an N-acyl-15-methylhexadecasphing-4-enine in which the acyl group has 17 carbons and 0 double bonds. It is a N-acyl-15-methylhexadecasphing-4-enine and a Cer(d34:1). It derives from a 15-methylhexadecasphing-4-enine. CCCCCCCCCCCCCCCCC(=O)N[C@@H](CO)[C@@H](/C=C/CCCCCCCCCC(C)C)O